C(#N)COC(=O)C1=NC(=C(C(=C1Cl)N)F)C1=CC=C2C=CNC2=C1F 4-Amino-3-chloro-5-fluoro-6-(7-fluoro-1H-indol-6-yl)pyridine-2-carboxylic acid cyanomethyl ester